N'-[1,3-phenylenedi(methylene)]bis[bis(oxiran-2-ylmethyl)amine] C1(=CC(=CC=C1)CN(CC1OC1)CC1OC1)CN(CC1OC1)CC1OC1